O.P(=O)([O-])([O-])[O-].[Ca+2].[Ca+2].[Ca+2].[Ca+2] tetracalcium phosphate, monohydrate